COC1=CC=C(C=C1)CN(C1=NC=CC=C1CN(CCO)C1=NC(=NC2=C(C(=C3C(=C12)NN=C3)Br)F)Cl)CC3=CC=C(C=C3)OC 2-{[(2-{bis[(4-methoxyphenyl)methyl]amino}pyridin-3-yl)methyl](4-bromo-7-chloro-5-fluoro-1H-pyrazolo[3,4-f]quinazolin-9-yl)amino}ethan-1-ol